ClC1=C(C(=CC=C1)C)C1=NOC(=C1CO[C@H]1[C@@H]2CN([C@H](C1)C2)C2=C(C=C(C=C2)CCC(=O)NS(=O)(=O)C2CCOCC2)F)C2CC2 3-(4-((1s,4s,5r)-5-((3-(2-chloro-6-methylphenyl)-5-cyclopropylisoxazol-4-yl)methoxy)-2-azabicyclo[2.2.1]heptan-2-yl)-3-fluorophenyl)-N-((tetrahydro-2H-pyran-4-yl)sulfonyl)propanamide